2-(4-Fluorophenyl)-N-{4-[7-(2-methoxyethyl)-3-(pyridin-2-yl)-1H-pyrrolo[3,2-b]pyridin-2-yl]pyridin-2-yl}acetamid FC1=CC=C(C=C1)CC(=O)NC1=NC=CC(=C1)C1=C(C2=NC=CC(=C2N1)CCOC)C1=NC=CC=C1